((1S,6R,7R)-7-(2,5-difluorophenyl)-3-(6-((3-fluoro-2-methylpyridin-4-yl)thio)pyrido[2,3-b]pyrazin-2-yl)-3-azabicyclo[4.1.0]heptan-7-yl)methanamine FC1=C(C=C(C=C1)F)[C@]1([C@@H]2CCN(C[C@H]12)C=1N=C2C(=NC1)N=C(C=C2)SC2=C(C(=NC=C2)C)F)CN